C(C)OC(=O)C1C2C3CCC3C(C1)CC2 tricyclo[4.2.2.02,5]decane-7-carboxylic acid ethyl ester